Hexensulfonic acid C(=CCCCC)S(=O)(=O)O